CC12CC3(CC(CC(C1)(C3)C)C2)N 3,5-dimethyl-1-adamantanamine